N-acrylamido-N'-phenylurea C(C=C)(=O)NNC(=O)NC1=CC=CC=C1